S(=O)(=O)(C1=CC=C(C)C=C1)N1CCCCCC1 1-tosylazepane